CC1=C(C(=CC=C1)C)C=1C=C(C=NC1)[C@H](CC(=O)O)NC(C(CC(C)C)N1C(C=C(C=C1)C)=O)=O (3S)-3-(5-(2,6-dimethylphenyl)pyridin-3-yl)-3-(4-methyl-2-(4-methyl-2-oxopyridin-1(2H)-yl)pentanamido)propanoic acid